CC=1C(=C(C=CC1)C1=CC=CC=C1)N(C1=C(C=CC=C1)C1=C(C(=CC=2C3=CC=CC=C3NC12)C(C)(C)C)C1=CC=CC=C1)C1=C(C=CC=C1C)C1=CC=CC=C1 bis(methylbiphenylyl)[(tert-butylphenylcarbazolyl)phenyl]amine